2-chloro-4-[(naphthalen-2-ylmethyl)amino]pyrimidin-5-carboxamide ClC1=NC=C(C(=N1)NCC1=CC2=CC=CC=C2C=C1)C(=O)N